CC[C@@H]1[C@@](/C=C/C(=O)[C@@H](C[C@@H]([C@@H]([C@H](C(=O)[C@H](C(=O)O1)C)C)O[C@H]2[C@@H]([C@H](C[C@H](O2)C)N(C)C)O)C)C)(C)O The molecule is a macrolide antibiotic that is biosynthesised by Streptomyces venezuelae. It has a role as a bacterial metabolite. It is a macrolide antibiotic, a monosaccharide derivative and an enone. It derives from a narbonolide. It is a conjugate base of a pikromycin(1+).